5-(trifluoromethoxy)pyridin-2-yl (3'R)-5',5'-difluoro-3-methyl-2-oxo[1,3'-bipiperidine]-1'-carboxylate FC1(C[C@H](CN(C1)C(=O)OC1=NC=C(C=C1)OC(F)(F)F)N1C(C(CCC1)C)=O)F